2-((3-(2,6-dioxopiperidin-3-yl)-1-methyl-1H-indazol-6-yl)oxy)-N-(2-(methyl-amino)-2-oxoethyl)acetamide O=C1NC(CCC1C1=NN(C2=CC(=CC=C12)OCC(=O)NCC(=O)NC)C)=O